FC(C=1C=C(CNC2=NC(=C(C=C2)CC2=CNC3=NC=C(C=C32)C)F)C=C(C1)C(F)(F)F)(F)F (3,5-Bis-trifluoromethyl-benzyl)-[6-fluoro-5-(5-methyl-1H-pyrrolo[2,3-b]pyridin-3-ylmethyl)-pyridin-2-yl]-amine